N1=CN=C(C=C1)N[C@H](C(=O)O)CCCOCCCC1=NC=2NCCCC2C=C1 (S)-2-(pyrimidin-4-ylamino)-5-(3-(5,6,7,8-tetrahydro-1,8-naphthyridin-2-yl)propoxy)pentanoic acid